ethyl 2-methyl-3-carbonyl-2,3-dihydro-1H-pyrazolo[4,3-c]pyridine-7-carboxylate hydrochloride Cl.CN1NC2=C(C=NC=C2C(=O)OCC)C1=C=O